C(O[C@@H]1CO[C@@H](C1)C1=CC(=NN1)NC(=O)C1=CC(=NN1C)OC(F)(F)F)(OC1=CC=C(C=C1)[N+](=O)[O-])=O cis-5-(3-(1-methyl-3-(trifluoromethoxy)-1H-pyrazole-5-carboxamido)-1H-pyrazol-5-yl)tetrahydrofuran-3-yl (4-nitrophenyl) carbonate